4-[(2R,5R)-5-[[bis(4-methoxyphenyl)-phenyl-methoxy]methyl]-2-(2,4-dioxopyrimidin-1-yl)-4-[2-[(9Z,2Z)-octadeca-9,12-dienoxy]ethoxy]tetrahydrofuran-3-yl]oxy-4-oxo-butanoic acid COC1=CC=C(C=C1)C(OC[C@@H]1C(C([C@@H](O1)N1C(NC(C=C1)=O)=O)OC(CCC(=O)O)=O)OCCOCCCCCCCC\C=C/CC=CCCCCC)(C1=CC=CC=C1)C1=CC=C(C=C1)OC